(S)-1-(Toluene-4-sulfonyl)-pyrrolidine-2-carboxylic acid (4,4-difluoro-cyclohexyl)-(2-methoxy-benzothiazol-5-ylmethyl)-amide FC1(CCC(CC1)N(C(=O)[C@H]1N(CCC1)S(=O)(=O)C1=CC=C(C)C=C1)CC=1C=CC2=C(N=C(S2)OC)C1)F